COS(=O)(=O)[O-].OC(C[N+](C)(C)CC(C)O)C bis-(2-hydroxypropyl)-dimethyl-ammonium methylsulfate